Cl.CN(CCC(C(=O)O)F)C 4-(dimethylamino)-2-fluorobutanoate hydrochloride